C1(=CC=C(C=C1)[C@](C([2H])([2H])[2H])([2H])N1N=CC2=C(C=CC(=C12)C(=O)NC1CC2(CC(C2)C(=O)O)C1)Cl)C1=CC=CC=C1 |o1:6| 6-(1-((R) or (S)-1-([1,1'-biphenyl]-4-yl)ethyl-1,2,2,2-d4)-4-chloro-1H-indazole-7-carboxamido)spiro[3.3]heptane-2-carboxylic acid